2,2',2''-{10-[(2S)-6-(4-ethoxyphenyl)-1-methoxy-1-oxohexan-2-yl]-1,4,7,10-tetraazacyclododecane-1,4,7-tri-yl}triacetic acid C(C)OC1=CC=C(C=C1)CCCC[C@@H](C(=O)OC)N1CCN(CCN(CCN(CC1)CC(=O)O)CC(=O)O)CC(=O)O